CS(=O)(C)=NC=1C=CC(=NC1)C=1C(=NC=CN1)[C@H](C)NC(C1=CC(=CC(=C1)C(F)(F)F)F)=O (S)-N-(1-(3-(5-((dimethyl(oxo)-λ6-sulfaneylidene)amino)pyridin-2-yl)pyrazin-2-yl)ethyl)-3-fluoro-5-(trifluoromethyl)benzamide